OCCN1CN(C=C1)CCO 1,3-bis(2-hydroxyethyl)imidazole